N-[3-fluoro-4-({6-methoxy-7-[2-(4-methoxypiperidin-1-yl)ethoxy]quinolin-4-yl}oxy)phenyl]-5-(4-fluorophenyl)-6-oxo-2,3,5,6-tetrahydrofuro[3,2-c]pyridine-7-carboxamide FC=1C=C(C=CC1OC1=CC=NC2=CC(=C(C=C12)OC)OCCN1CCC(CC1)OC)NC(=O)C1=C2C(=CN(C1=O)C1=CC=C(C=C1)F)CCO2